N-(4-bromobenzyl)-1-(2-(3-fluoro-4-methylphenyl)-2H-pyrazolo[3,4-d]pyrimidin-4-yl)piperidine-3-carboxamide BrC1=CC=C(CNC(=O)C2CN(CCC2)C=2C=3C(N=CN2)=NN(C3)C3=CC(=C(C=C3)C)F)C=C1